C(C)C1(CS(C2=C(N(C1)C1=CC=CC=C1)C=C(C(=C2)O)SC)(=O)=O)CC 3,3-diethyl-8-hydroxy-7-(methylthio)-5-phenyl-2,3,4,5-tetrahydro-1,5-benzothiazepine 1,1-dioxide